4-amino-PIMELIC ACID NC(CCC(=O)O)CCC(=O)O